C(C)C=1N=C2CC(CN(C2=CC1)C1=CC=C(C=C1)C(F)(F)F)CNC(C)=O N-((6-ethyl-1-(4-(trifluoromethyl)phenyl)-1,2,3,4-tetrahydro-1,5-naphthyridin-3-yl)methyl)acetamide